6-[(4-Chloropyridin-2-yl)amino]-4-{[3-methoxy-4-(1-methyl-1H-1,2,4-triazol-3-yl)pyridin-2-yl]amino}-N-(2H3)methylpyridazine-3-carboxamide ClC1=CC(=NC=C1)NC1=CC(=C(N=N1)C(=O)NC([2H])([2H])[2H])NC1=NC=CC(=C1OC)C1=NN(C=N1)C